3-isopropyl-1,3,5-triazine-2,4(1H,3H)-dione C(C)(C)N1C(NC=NC1=O)=O